C1(CCC1)CN[C@H]1CN(CCC1)C1=CC(N(C=C1)C(C)N1C=NC(=C1)C1=C2C=NNC2=CC(=C1)OC)=O 4-((R)-3-((cyclobutylmethyl)amino)piperidin-1-yl)-1-(1-(4-(6-methoxy-1H-indazol-4-yl)-1H-imidazol-1-yl)ethyl)pyridin-2(1H)-one